N-(2-chloro-6-methylphenyl)-3-ethoxyacrylamide ClC1=C(C(=CC=C1)C)NC(C=COCC)=O